CSN1C(C2=C(C=C1)C=CS2)=O 6-methylthiothieno[2,3-c]Pyridin-7(6H)-one